NCC1=CC(=C(CN2C(N(CCC2)C2=CC(=C(C=C2)OC)OCCCC2CC2)=O)C=C1)OC 1-(4-(aminomethyl)-2-methoxybenzyl)-3-(3-(3-cyclopropylpropoxy)-4-methoxyphenyl)tetrahydropyrimidin-2(1H)-one